C(C)C=1C(=NC=C(C1)C=1C=C(C=C2C=CC=NC12)F)N ethyl-5-(6-fluoroquinolin-8-yl)pyridin-2-amine